C(C)(C)(C)OC(=O)NC[C@@]1([C@@H]2[C@H]3CC(CC[C@@H]13)C2)CC(=O)O 2-((1S,2S,3R,8S)-2-(((tert-butoxycarbonyl)amino)methyl)tricyclo[4.2.1.03,8]Nonan-2-yl)acetic acid